4-HYDROXYBENZALDEHYDE POTASSIUM SALT [K].OC1=CC=C(C=O)C=C1